C1(CCCC1)C=1C(=CC(N(C1)C)=O)C=1C2=C(C(N(C1)C)=O)N(C(=C2)C=2N(N=C(C2)C)C)S(=O)(=O)C2=CC=C(C=C2)C 5-cyclopentyl-4-[2-(2,5-dimethylpyrazol-3-yl)-6-methyl-1-(4-methylbenzenesulfonyl)-7-oxopyrrolo[2,3-c]pyridin-4-yl]-1-methylpyridin-2-one